C(C)OCC1(CN(CC1)CC=1C=NC=CC1)CCC=1SC=CC1 3-((3-(ethoxymethyl)-3-(2-(thiophen-2-yl)ethyl)pyrrolidin-1-yl)methyl)pyridine